di-tert-butyl (5-oxocyclohexane-1,3-diyl)dicarbamate O=C1CC(CC(C1)NC(OC(C)(C)C)=O)NC(OC(C)(C)C)=O